2-(trifluoromethyl)-5-(3-(trifluoromethoxy)phenyl)-N-(3-(2-propoxy)-1,2,4-thiadiazol-5-yl)furan-3-carboxamide FC(C=1OC(=CC1C(=O)NC1=NC(=NS1)OC(C)C)C1=CC(=CC=C1)OC(F)(F)F)(F)F